C(C)N(C(=O)[C@H]1CN(C)[C@@H]2CC3=CN(C4=CC=CC(C2=C1)=C34)C(=O)C=3SC(=CC3)Br)CC 1-(5-bromo-2-thiophenecarbonyl)-lysergic acid diethylamide